2-pyridinylphosphine N1=C(C=CC=C1)P